2-(2-(2-methoxyethoxy)ethoxy)ethyl 6,11-dioxo-6,11-dihydro-5H-benzo[b]carbazole-2-carboxylate O=C1C2=C(C(C=3C4=CC(=CC=C4NC13)C(=O)OCCOCCOCCOC)=O)C=CC=C2